(S)- and (R)-2-((4-cyanophenEthyl)amino)-2-cyclohexyl-N-(5-(1-methyl-1H-pyrazol-4-yl)pyridin-2-yl)acetamide C(#N)C1=CC=C(CCN[C@H](C(=O)NC2=NC=C(C=C2)C=2C=NN(C2)C)C2CCCCC2)C=C1 |r|